2,2'-thiobis(6-tertiary butyl-4-methyl-phenol) S(C1=C(C(=CC(=C1)C)C(C)(C)C)O)C1=C(C(=CC(=C1)C)C(C)(C)C)O